CC(C[C@H]1[C@@H](C[C@H]2N(CCC3=CC(=C(C=C23)OC)OCC2=NC=CC=N2)C1)O)(C)C (2R,3R,11bR)-3-(2,2-dimethylpropyl)-10-methoxy-9-(pyrimidin-2-ylmethoxy)-1H,2H,3H,4H,6H,7H,11bH-pyrido[2,1-a]isoquinolin-2-ol